4-[[2-chloro-6-[4-[4-[(4R)-4-(tert-Butoxycarbonylamino)-2-oxo-pyrrolidin-1-yl]phenyl]sulfonylpiperazin-1-yl]-4-pyridinyl]-difluoro-methyl]benzoic acid methyl ester COC(C1=CC=C(C=C1)C(F)(F)C1=CC(=NC(=C1)N1CCN(CC1)S(=O)(=O)C1=CC=C(C=C1)N1C(C[C@H](C1)NC(=O)OC(C)(C)C)=O)Cl)=O